Ethylaluminum Dichloride C(C)[Al](Cl)Cl